methyl (4-(4-fluorophenoxy)-butanoyl)glycinate FC1=CC=C(OCCCC(=O)NCC(=O)OC)C=C1